5-(1-((benzyloxy)methyl)-2-oxabicyclo[2.2.2]octane-4-yl)-1H-pyrazole-3-carbaldehyde C(C1=CC=CC=C1)OCC12OCC(CC1)(CC2)C2=CC(=NN2)C=O